4-chloro-6-(2-fluoro-4-((4-methyl-1,4-diazepan-1-yl)methyl)phenyl)quinoline ClC1=CC=NC2=CC=C(C=C12)C1=C(C=C(C=C1)CN1CCN(CCC1)C)F